N-Acetoxysuccinimide C(C)(=O)ON1C(CCC1=O)=O